2-Chloro-4-methyl-6,7-dihydro-5H-pyrrolo[3,4-d]pyrimidine ClC=1N=C(C2=C(N1)CNC2)C